[Zr].C(C)CC(CC(=O)OOC(C)C)=O.C(C)CC(CC(=O)OOC(C)C)=O Diisopropoxy bis(ethylacetoacetate) zirconium